BrC=1C(=NN(C1C([2H])([2H])[2H])C1CC2(CN(C2)C(=O)OC(C)(C)C)C1)N1C(C[C@@H](CC1)CN1CCOCC1)(C)C Tert-butyl (R)-6-(4-bromo-3-(2,2-dimethyl-4-(morpholinomethyl)piperidin-1-yl)-5-(methyl-d3)-1H-pyrazol-1-yl)-2-azaspiro[3.3]heptane-2-carboxylate